tert-butyl 2-methyl-4-[6-(D-prolylamino)pyridin-3-yl]benzoate CC1=C(C(=O)OC(C)(C)C)C=CC(=C1)C=1C=NC(=CC1)NC([C@@H]1NCCC1)=O